8-(3-(2,4-dichlorophenoxy)propoxy)-1,3,7-trimethyl-3,7-dihydro-1H-purine-2,6-dione ClC1=C(OCCCOC2=NC=3N(C(N(C(C3N2C)=O)C)=O)C)C=CC(=C1)Cl